C(C(C)C)C1(C(C(=O)[O-])C=CC=C1)C(=O)[O-] mono-2-isobutylphthalate